ClC=1C=C(C=CC1C(N(C)C)=O)N1CCC(CC1)C1CC2(CN(C2)C(=O)OC(C)(C)C)C1 tert-butyl 6-(1-(3-chloro-4-(dimethylcarbamoyl)phenyl)piperidin-4-yl)-2-azaspiro[3.3]heptane-2-carboxylate